3-(2-aminoethoxy)-N-(2-(2,6-dioxopiperidin-3-yl)-1-oxoisoindolin-4-yl)propenamide NCCOC=CC(=O)NC1=C2CN(C(C2=CC=C1)=O)C1C(NC(CC1)=O)=O